(4-methylpiperazin-1-yl)(4-(4,4,5,5-tetramethyl-1,3,2-dioxaborolan-2-yl)phenyl)methanone CN1CCN(CC1)C(=O)C1=CC=C(C=C1)B1OC(C(O1)(C)C)(C)C